ClC(C1=NC(=NO1)C=1C=C(C#N)C=CC1)(Cl)Cl 3-(5-(trichloromethyl)-1,2,4-oxadiazol-3-yl)benzonitrile